CC1C(C(CCC1)N)N 3-methyl-1,2-cyclohexanediamine